C(C)(C)(C)C=1C=C(N(N1)C1=CC=C(C=C1)C)NC(=O)NC1=CC=C(C2=CC=CC=C12)CCCC1=CC(=NC=C1)NC 1-[5-tert-butyl-2-p-tolyl-2H-pyrazol-3-yl]-3-[4-(3-(2-methylaminopyridin-4-yl)propan-1-yl)naphthalen-1-yl]-urea